4,7,10,13-tetraoxatetradecanoic acid C(CCOCCOCCOCCOC)(=O)O